N-(8-Cyano-6-oxo-1,4,5,6-tetrahydro-2H-pyrano[3,4-c]isoquinolin-1-yl)-3-fluoro-N-methyl-4-(trifluoromethyl)benzamide C(#N)C=1C=CC=2C3=C(NC(C2C1)=O)COCC3N(C(C3=CC(=C(C=C3)C(F)(F)F)F)=O)C